tri(2,4-di-t-butyl-6-methylphenoxy)molybdenum dichloride C(C)(C)(C)C1=C(O[Mo](OC2=C(C=C(C=C2C)C(C)(C)C)C(C)(C)C)(OC2=C(C=C(C=C2C)C(C)(C)C)C(C)(C)C)(Cl)Cl)C(=CC(=C1)C(C)(C)C)C